CN1CCS(C2=C(C1=O)SC(=C2)[Sn](C)(C)C)(=O)=O 4-methyl-7-(trimethylstannyl)-2H,3H,4H,5H-1λ6-thieno[2,3-f][1,4]thiazepine-1,1,5-trione